ClC1=C(C(=CC=C1)Cl)N1N=C(C(=C1)NC1=CC=C(C=C1)C1=NN=C2N1CCN(C2)C)C(=O)N 1-(2,6-dichlorophenyl)-4-((4-(7-methyl-5,6,7,8-tetrahydro-[1,2,4]triazolo[4,3-a]pyrazin-3-yl)phenyl)amino)-1H-pyrazole-3-carboxamide